C(C)(C)(C)C=1C(=C(C=C(C1)C)N1N=C2C(=N1)C=CC(=C2)Cl)O 2-(3'-tertbutyl-2'-hydroxy-5'-methylphenyl)-5-chloro-benzotriazole